8-ethoxyethyl-tetracyclo[4.4.0.12,5.17,10]-3-dodecene C(C)OCCC1C2C3C4C=CC(C3C(C1)C2)C4